3-{[1-(1-Methyl-1H-1,2,3-triazol-4-yl)ethyl]oxy}-5-(4,4,5,5-tetramethyl-1,3,2-dioxaborolan-2-yl)pyridin-2-amine CN1N=NC(=C1)C(C)OC=1C(=NC=C(C1)B1OC(C(O1)(C)C)(C)C)N